tert-butyl (R)-3-(3-((5-((5-chloro-1H-indazol-4-yl)carbamoyl)thiazol-2-yl)amino)-1H-pyrazol-1-yl)pyrrolidine-1-carboxylate ClC=1C(=C2C=NNC2=CC1)NC(=O)C1=CN=C(S1)NC1=NN(C=C1)[C@H]1CN(CC1)C(=O)OC(C)(C)C